ClC1=CC=C(C=C1)C1=CC=C(S1)C1(CC1)C(=O)N1CCN(CC1)C (1-(5-(4-chlorophenyl)thiophen-2-yl)cyclopropyl)(4-methylpiperazin-1-yl)methanone